(S)-N-((S)-1-(5-(5-fluorobenzo[d]oxazol-6-yl)oxazol-2-yl)-7-oxononyl)-6-methyl-6-azaspiro[2.5]octane-1-carboxamide FC=1C(=CC2=C(N=CO2)C1)C1=CN=C(O1)[C@H](CCCCCC(CC)=O)NC(=O)[C@H]1CC12CCN(CC2)C